(M)-3-chloro-4-((6-fluoro-4-methylpyridin-2-yl)methoxy)-2'-(2-(2-hydroxypropan-2-yl)-5-methylpyrimidin-4-yl)-5',6-dimethyl-2H-[1,4'-bipyridin]-2-one ClC=1C(N(C(=CC1OCC1=NC(=CC(=C1)C)F)C)C1=CC(=NC=C1C)C1=NC(=NC=C1C)C(C)(C)O)=O